COC=1C=C(CNC2=NC=CC=C2)C=CC1 N-(3-methoxybenzyl)pyridin-2-amine